NC1C(CN(CC1)C(=O)OC(C)(C)C)F tert-butyl 4-amino-3-fluoropiperidine-1-carboxylate